N1=C(C=CC=C1)C=1C=NC(=CC1)N(C(C1=CC=CC=C1)=O)CCCN(C)C N-([2,3'-bipyridin]-6'-yl)-N-(3-(dimethylamino)propyl)benzamide